C1(=CC=CC=C1)N(C1=CC=2C3(C4=CC=CC=C4C2C=C1)C1=CC=CC=C1C1=CC=CC=C13)C1=CC=C(C=C1)C=1C=CC=3N(C2=CC=CC=C2C3C1)C1=CC=CC=C1 N-Phenyl-N-[4-(9-phenyl-9H-carbazole-3-yl)phenyl]Spiro-9,9'-bifluoren-2-amine